perfluorophenyl 2-bromoacetate BrCC(=O)OC1=C(C(=C(C(=C1F)F)F)F)F